tert-Butyl 3-(((1R,2S,4S)-bicyclo[2.2.1]heptan-2-yl)oxy)-1H-pyrazole-1-carboxylate [C@@H]12[C@H](C[C@@H](CC1)C2)OC2=NN(C=C2)C(=O)OC(C)(C)C